FC1=CC=C(C(=O)N2CCC(CC2)(O)C(C)N2C=NC3=C(C2=O)C=NN3C3=CC=C(C=C3)OC)C=C1 5-(1-(1-(4-fluorobenzoyl)-4-hydroxypiperidin-4-yl)ethyl)-1-(4-methoxyphenyl)-1H-pyrazolo[3,4-d]pyrimidin-4(5H)-one